tert-butyl ((1-(4-(pentafluoro-λ6-sulfaneyl)phenyl)-1H-indazol-3-yl)methyl)carbamate FS(C1=CC=C(C=C1)N1N=C(C2=CC=CC=C12)CNC(OC(C)(C)C)=O)(F)(F)(F)F